2-(((tert-butyldimethylsilyl)oxy)methyl)-3,6-difluorobenzaldehyde [Si](C)(C)(C(C)(C)C)OCC1=C(C=O)C(=CC=C1F)F